1,1,1-tris(4-allyloxyphenyl)ethane C(C=C)OC1=CC=C(C=C1)C(C)(C1=CC=C(C=C1)OCC=C)C1=CC=C(C=C1)OCC=C